4-methyl-1,2,3-thiadiazole-5-carbonyl chloride CC=1N=NSC1C(=O)Cl